ClC=1C=C(C(=C(C1)C1=NC(=NC=C1C(=O)N)C)C)CN1CC(N(CC1)C(=O)C1CCCC1)C (5-chloro-3-((4-(cyclopentanecarbonyl)-3-methylpiperazin-1-yl)methyl)-2-methylphenyl)-2-methylpyrimidine-5-carboxamide